(7R)- or (7S)-7-ethyl-8,14-dioxa-10,19,20-triazatetracyclo[13.5.2.12,6.018,21]tricosa-1(20),2,4,6(23),15,17,21-heptaen-9-one C(C)[C@@H]1C=2C=CC=C(C3=NNC4=CC=C(OCCCNC(O1)=O)C=C34)C2 |o1:2|